5-chloro-N4-(2-dimethylphosphorylphenyl)-N2-(2-methoxy-4-piperazin-1-yl-phenyl)pyrimidine-2,4-diamine ClC=1C(=NC(=NC1)NC1=C(C=C(C=C1)N1CCNCC1)OC)NC1=C(C=CC=C1)P(=O)(C)C